CN(C)CC1CCN(CC1)S(=O)(=O)NC(OC(C)(C)C)=O tert-butyl ((4-((dimethylamino)methyl)piperidin-1-yl)sulfonyl)carbamate